[Ni](Br)Br.C1(=CC=CC2=CC=CC=C12)C(C(CC)=N)=N naphthyl-butanediimine nickel dibromide